(4-amino-5,5-dimethyl-7-nitro-6H-benzo[H]quinazolin-8-yl) trifluoromethanesulfonate FC(S(=O)(=O)OC=1C=CC2=C(CC(C=3C(=NC=NC23)N)(C)C)C1[N+](=O)[O-])(F)F